CN1C=2C(CC1)COC2 methyl-tetrahydro-1H-furo[3,4-b]pyrrole